FC(OC=1C=C(C(=O)N[C@@H](C)C2=NC(=NN2C=2N=CC(=NC2)C(=O)OC)C2CC2)C=C(C1)OC(F)(F)F)(F)F methyl 5-(5-{(1S)-1-[3,5-bis(trifluoromethoxy)benzamido] ethyl}-3-cyclopropyl-1H-1,2,4-triazol-1-yl)pyrazine-2-carboxylate